CO[Si](CCCCCCC=C)(OC)OC trimethoxy(7-octenyl)silane